C(=O)(OCC1C2=CC=CC=C2C2=CC=CC=C12)C(OC(=O)Cl)C1=CC=CC=2C3=CC=CC=C3CC12 Fmocfluorenylmethoxycarbonyl chloride